2-((3-chloro-2-methylphenyl)amino)-5-(trifluoromethyl)-nicotinic acid ClC=1C(=C(C=CC1)NC1=C(C(=O)O)C=C(C=N1)C(F)(F)F)C